NCCNCCC[Si](OCC)(OCC)OCC N-(beta-aminoethyl)-γ-aminopropyltriethoxysilane